2-(2-(tert-butyl)phenoxy)-N-(4-(hydroxymethyl)phenyl)acetamide C(C)(C)(C)C1=C(OCC(=O)NC2=CC=C(C=C2)CO)C=CC=C1